2-(4-tert-Butyl-1H-imidazol-1-yl)-5-[({1-[2-fluoro-4-(trifluoromethyl)phenyl]cyclopropyl}carbonyl)amino]benzoic acid C(C)(C)(C)C=1N=CN(C1)C1=C(C(=O)O)C=C(C=C1)NC(=O)C1(CC1)C1=C(C=C(C=C1)C(F)(F)F)F